6-(methylsulfanyl)-5-nitropyridine-3-carboxylic acid CSC1=C(C=C(C=N1)C(=O)O)[N+](=O)[O-]